Cl.NC1=NC=CC(=C1Cl)SC1=CN=C(N=N1)N1CCC2(CC1)[C@@H](C1=CC=CC=C1C2)N (S)-1'-(6-((2-amino-3-chloropyridin-4-yl)thio)-1,2,4-triazin-3-yl)-1,3-dihydrospiro[indene-2,4'-piperidin]-1-amine hydrochloride salt